tert-Butyl (S)-3-((S)-1-(((benzyloxy)carbonyl)amino)allyl)pyrrolidine-1-carboxylate C(C1=CC=CC=C1)OC(=O)N[C@@H](C=C)[C@@H]1CN(CC1)C(=O)OC(C)(C)C